7-(((2R,4S)-1-(tert-butoxycarbonyl)-4-((tert-butyldiphenylsilyl)oxy)pyrrolidin-2-yl)methoxy)-5-methylchroman-8-Carboxylic acid C(C)(C)(C)OC(=O)N1[C@H](C[C@@H](C1)O[Si](C1=CC=CC=C1)(C1=CC=CC=C1)C(C)(C)C)COC1=CC(=C2CCCOC2=C1C(=O)O)C